CC1(CNC1)C=1OC=NN1 3-methyl-3-(1,3,4-oxadiazol-2-yl)azetidin